N-(6-nitro-2,3-dihydrobenzofuran-5-yl)methanesulfonylamide [N+](=O)([O-])C1=CC2=C(CCO2)C=C1CS(=O)(=O)[NH-]